ClC=1C=CC(=C(C1)N1CC(N(CC1=O)C(C(=O)OC(C)(C)C)CCOC(C)C)=O)N1N=NC(=C1)Cl tert-butyl 2-(4-(5-chloro-2-(4-chloro-1H-1,2,3-triazol-1-yl)phenyl)-2,5-dioxopiperazin-1-yl)-4-isopropoxybutanoate